ClC1=NC=C(C(=N1)Cl)CCC(F)(F)F 2,4-dichloro-5-(3,3,3-trifluoropropyl)pyrimidine